3-[4-amino-5-(trifluoromethyl)pyrrolo[2,1-f][1,2,4]triazin-7-yl]-2,6-difluoro-N-[(3R,4S)-4-fluoro-1-[2-hydroxy-2-(trifluoromethyl)butanoyl]pyrrolidin-3-yl]benzamide NC1=NC=NN2C1=C(C=C2C=2C(=C(C(=O)N[C@@H]1CN(C[C@@H]1F)C(C(CC)(C(F)(F)F)O)=O)C(=CC2)F)F)C(F)(F)F